2,4,6-trimethyl-benzoyl-sodium phosphate P(=O)(O)(O)O.CC1=C(C(=O)[Na])C(=CC(=C1)C)C